tert-butyl (2S,3R)-2-(((3R,5R)-5-((4-(cyclopropylbuta-1,3-diyn-1-yl)benzyl)carbamoyl)-1-isobutyrylpyrrolidin-3-yl)carbamoyl)-3-hydroxypyrrolidine-1-carboxylate C1(CC1)C#CC#CC1=CC=C(CNC(=O)[C@H]2C[C@H](CN2C(C(C)C)=O)NC(=O)[C@H]2N(CC[C@H]2O)C(=O)OC(C)(C)C)C=C1